3-(5-(7-((4'-chloro-[1,1'-biphenyl]-2-yl)methyl)-2,7-diazaspiro[3.5]nonane-2-carbonyl)-1-oxoisoindolin-2-yl)piperidine-2,6-dione ClC1=CC=C(C=C1)C1=C(C=CC=C1)CN1CCC2(CN(C2)C(=O)C=2C=C3CN(C(C3=CC2)=O)C2C(NC(CC2)=O)=O)CC1